2,6-dimethoxy-para-hydroxybenzyl bromide (2S,3R,4S,5S,6S)-2-(4-(bromomethyl)-3,5-dimethoxyphenoxy)-6-(methoxycarbonyl)tetrahydro-2H-pyran-3,4,5-triyl-triacetate BrCC1=C(C=C(O[C@@H]2O[C@@H]([C@H]([C@@H]([C@H]2CC(=O)O)CC(=O)O)CC(=O)O)C(=O)OC)C=C1OC)OC.COC1=C(CBr)C(=CC(=C1)O)OC